BrC=1C=CC2=C(CCN(S2(=O)=O)CC2=CC=C(C=C2)OC)C1 6-bromo-2-(4-methoxybenzyl)-3,4-dihydro-2H-benzo[e][1,2]thiazine 1,1-dioxide